methyl (S,E)-(7-(dimethylamino)-1-((1-((7-isobutyl-3H-imidazo[4,5-c]pyridin-2-yl)methyl)-2-oxo-1,2-dihydropyridin-3-yl)amino)-1,7-dioxohept-5-en-2-yl)carbamate CN(C(/C=C/CC[C@@H](C(=O)NC=1C(N(C=CC1)CC1=NC2=C(C=NC=C2CC(C)C)N1)=O)NC(OC)=O)=O)C